tert-Butyl (2R,5S)-4-(7-(4-cyanopyridin-2-yl)-5-(2-oxa-6-azaspiro[3.3]heptan-6-yl)-7H-pyrrolo[2,3-d]pyrimidin-4-yl)-2,5-dimethylpiperazine-1-carboxylate C(#N)C1=CC(=NC=C1)N1C=C(C2=C1N=CN=C2N2C[C@H](N(C[C@@H]2C)C(=O)OC(C)(C)C)C)N2CC1(COC1)C2